4-(azetidin-3-yloxy)-1-(difluoromethyl)-1H-pyrazole N1CC(C1)OC=1C=NN(C1)C(F)F